FC1(C(C1)C1=NC=NC(=C1)OC)F 4-(2,2-difluorocyclopropyl)-6-methoxy-pyrimidine